OC1=C(C=C(C=C1C(C)(C)C)C(C)(C)C)N1N=C2C(=N1)C=CC=C2 2-(2'-hydroxy-3',5'-di-t-butyl-phenyl)-benzotriazole